[N+](=O)([O-])C=1N(C=CN1)CN1C(CC(C1)C1=CC(=C(C(=C1)F)F)F)=O 1-[(2-nitro-1H-imidazol-1-yl)methyl]-4-(3,4,5-trifluorophenyl)pyrrolidin-2-one